C(C1=CC=CC=C1)(=O)O[C@H]1[C@H]([C@@H](O[C@@H]1COC(C1=CC=CC=C1)=O)N1C(=O)NC(=O)CC1)F 3',5'-di-O-benzoyl-2'-deoxy-2'-fluoro-3,4,5,6-tetrahydrouridine